(5-chloro-1H-benzimidazol-2-yl)methanol ClC1=CC2=C(NC(=N2)CO)C=C1